2,3,4,6-tetrakis(3-(tert-butyl)-9H-carbazol-9-yl)-5-(4,6-diphenyl-1,3,5-triazin-2-yl)benzonitrile C(C)(C)(C)C=1C=CC=2N(C3=CC=CC=C3C2C1)C1=C(C#N)C(=C(C(=C1N1C2=CC=CC=C2C=2C=C(C=CC12)C(C)(C)C)N1C2=CC=CC=C2C=2C=C(C=CC12)C(C)(C)C)C1=NC(=NC(=N1)C1=CC=CC=C1)C1=CC=CC=C1)N1C2=CC=CC=C2C=2C=C(C=CC12)C(C)(C)C